6-bromo-4-(4-fluoro-3-(4-(5-(trifluoromethyl)pyrimidin-2-yl)piperazine-1-carbonyl)benzyl)phthalazin-1(2H)-one BrC=1C=C2C(=NNC(C2=CC1)=O)CC1=CC(=C(C=C1)F)C(=O)N1CCN(CC1)C1=NC=C(C=N1)C(F)(F)F